N'-(tert-butyldimethylsilyl)-4-(2-hydroxypropan-2-yl)thiophene-2-sulfonimidamide [Si](C)(C)(C(C)(C)C)N=S(=O)(N)C=1SC=C(C1)C(C)(C)O